3-azidomethyl-N,N-dimethylaniline N(=[N+]=[N-])CC=1C=C(N(C)C)C=CC1